lithium acrylamide C(C=C)(=O)N.[Li]